Benzoic Acid tert-butyl-(R)-3-(((1R,4R)-4-((5'-chloro-6-(((4-cyanotetrahydro-2H-pyran-4-yl)methyl)amino)-[2,4'-bipyridin]-2'-yl)amino)cyclohexyl)amino)butanoate C(C)(C)(C)OC(C[C@@H](C)NC1CCC(CC1)NC1=NC=C(C(=C1)C1=NC(=CC=C1)NCC1(CCOCC1)C#N)Cl)=O.C(C1=CC=CC=C1)(=O)O